C1(=CC=CC=C1)COC=1C=C(C=CC1)NS([O-])(=O)=O.[Na+] Sodium N-(3-phenylmethoxyphenyl)sulfamate